N-(2,6-difluoro-4-iodo-phenyl)-3-fluoro-2-methoxy-benzenesulfonamide FC1=C(C(=CC(=C1)I)F)NS(=O)(=O)C1=C(C(=CC=C1)F)OC